C(C1=CC=CC=C1)OC(=O)N1[C@H](CN(CC1)C1=CC(=NC=2CN(CCC12)C(=O)OC(C)(C)C)C(=O)OCC)CC#N 7-(tert-butyl) 2-ethyl (S)-4-(4-((benzyloxy)carbonyl)-3-(cyanomethyl)piperazin-1-yl)-5,8-dihydro-1,7-naphthyridine-2,7(6H)-dicarboxylate